OC(=O)C(F)(F)F.ClC1=C2C3=C(NC2=CC=C1)C(NCC3)CC(C)C 5-Chloro-1-isobutyl-2,3,4,9-tetrahydro-1H-pyrido[3,4-b]indole TFA salt